OC1=C(C=CC(=C1)OCCCCCCCC)C1=NC(=NC(=N1)C1=C(C=C(C=C1)C(C)(C)C)C(C)(C)C)C1=C(C=C(C=C1)C(C)(C)C)C(C)(C)C 2-(2-hydroxy-4-octoxyphenyl)-4,6-bis(2,4-di-tertiary-butylphenyl)-s-triazine